L-rhamnose bromide [Br-].O=C[C@H](O)[C@H](O)[C@@H](O)[C@@H](O)C